C(C)(C)(C)OC(=O)N1CC(C1)NC(=O)C1=CC=CC=2NC(N(C21)C2CCC(CC2)C(NC2=CC(=C(C=C2)C)OC)=O)=O 3-[[1-cis-[4-[(3-methoxy-4-methyl-phenyl)carbamoyl]cyclohexyl]-2-oxo-3H-benzimidazole-4-carbonyl]amino]azetidine-1-carboxylic acid tert-butyl ester